ClC=1C=C(C=CC1)[C@@H]1[C@H](C1)C(=O)NC1=NC=CC(=C1)NCC=1N=C2N(C=C(C=C2N2C([C@@H]3C[C@@H]3C2)=O)C2CC2)C1 (1S,2S)-2-(3-chlorophenyl)-N-(4-(((6-cyclopropyl-8-((1R,5S)-2-oxo-3-azabicyclo[3.1.0]hexan-3-yl)imidazo[1,2-a]pyridin-2-yl)methyl)amino)pyridin-2-yl)cyclopropane-1-carboxamide